O(C1=CC=CC=C1)C1=CC=C(C=C1)C1=NN(C2=NC=NC(=C21)N)S(=O)(=O)C2=C(C(=C(C(=C2OC)F)F)F)F 3-(4-phenoxyphenyl)-1-((2,3,4,5-tetrafluoro-6-methoxyphenyl)sulfonyl)-1H-pyrazolo[3,4-d]pyrimidin-4-amine